N[C@@H]1CC[C@H](CC1)NC=1C=2N(N=CC1C(=NC1=C(C=CC(=C1)F)Cl)N)C=C(C2)C=2C(=NC=CC2)C#N 4-[trans-(4-aminocyclohexyl)amino]-N'-(2-chloro-5-fluoro-phenyl)-6-(2-cyano-3-pyridyl)pyrrolo[1,2-b]pyridazine-3-carboxamidine